C1(=CC=CC=C1)[O-].C1=C(C)C=CC(C(C)C)=C1O thymol phenolate salt